CN(C=1C=C(C=C(C1)OC)C1(CC(=CC=C1)N(C)C)NC)C 3-(3-(dimethylamino)-5-methoxyphenyl)-N1,N1,N3-Trimethylbenzene-1,3-diamine